BrCCCCNC(OC(C)(C)C)=O tertbutyl (4-bromobutyl)carbamate